N1=C(C=CC=C1)C(=O)C1(NC(=CC=C1)C(=O)N(N)C(=O)C1=NC=CC=C1)C(=O)NN 2,N6-di(2-pyridineformyl)pyridine-2,6-dihydrazide